COCC(=C)C1=CC2=C(N(C(=N2)[C@H](COC(C(F)(F)F)(C)C)NC(OC(C)(C)C)=O)COCC[Si](C)(C)C)C=C1 tert-Butyl (R)-(1-(5-(3-methoxyprop-1-en-2-yl)-1-((2-(trimethylsilyl)ethoxy)methyl)-1H-benzo[d]imidazol-2-yl)-2-((1,1,1-trifluoro-2-methylpropan-2-yl)oxy)ethyl)carbamate